5-bromo-2-methoxypyridine-3-Amine BrC=1C=C(C(=NC1)OC)N